N-(4-aminobutyl)-5-(3-(3-aminoprop-1-yn-1-yl)phenyl)furan NCCCCNCC#CC=1C=C(C=CC1)C1=CC=CO1